C(C)(C)C=1C(=NN(C1C=1C=C(C=2N(C1)N=CN2)C)COCC[Si](C)(C)C)C2=CC=C(C=C2)N2C(CN(CC2)C(=O)OC(C)(C)C)=O tert-butyl 4-(4-(4-isopropyl-5-(8-methyl-[1,2,4]triazolo[1,5-a]pyridin-6-yl)-1-((2-(trimethylsilyl)ethoxy) methyl)-1H-pyrazol-3-yl)phenyl)-3-oxopiperazine-1-carboxylate